2-(2-bromoethyl)oxirane BrCCC1OC1